(6-((2,6-Dioxopiperidin-3-yl)carbamoyl)pyridin-3-yl)piperidine-4-carboxylic acid O=C1NC(CCC1NC(=O)C1=CC=C(C=N1)N1CCC(CC1)C(=O)O)=O